OC1=C(C(N(C=C1)C)=O)NC(N[C@@H](CC(=O)[O-])C=1SC=C(C1)C1=CC=CC=C1)=O.[Na+].NC1=CC=C(C=C1)NC1=CC=C(C=2C(C3=CC=CC=C3C(C12)=O)=O)NC1=CC=C(C=C1)N 1,4-bis(4-aminophenylamino)anthraquinone Natrium (S)-3-(3-(4-Hydroxy-1-methyl-2-oxo-1,2-dihydropyridin-3-yl)ureido)-3-(4-phenylthiophen-2-yl)propanoat